4-(6-chloro-3-cyano-8-(2-fluoro-6-methoxyphenoxy)-2-(((3R,4R)-4-methoxy-1-methylpyrrolidin-3-yl)oxy)quinolin-4-yl)piperazine-1-carboxylic acid tert-butyl ester C(C)(C)(C)OC(=O)N1CCN(CC1)C1=C(C(=NC2=C(C=C(C=C12)Cl)OC1=C(C=CC=C1OC)F)O[C@@H]1CN(C[C@H]1OC)C)C#N